COC1=CC=C(C=C1)CN1C(N(CCC1=O)C1=CN=CC2=C(C=CC=C12)N1[C@H]2CN([C@@H](C1)C2)C(=O)OC(C)(C)C)=O Tert-butyl (1R,4R)-5-[4-[3-[(4-methoxyphenyl)methyl]-2,4-dioxo-hexahydropyrimidin-1-yl]-8-isoquinolyl]-2,5-diazabicyclo[2.2.1]heptane-2-carboxylate